FC=1C=C(C=C(C1)F)CN1C(N(C2=C1C=CC(=C2)S(=O)(=O)NC2(CC2)C)C)=O 1-[(3,5-difluorophenyl)methyl]-3-methyl-N-(1-methylcyclopropyl)-2-oxo-benzimidazole-5-sulfonamide